tert-butyl 1-((3-(4-carbamoylbenzyl)ureido)methyl)-6-azaspiro[2.5]octane-6-carboxylate C(N)(=O)C1=CC=C(CNC(NCC2CC23CCN(CC3)C(=O)OC(C)(C)C)=O)C=C1